C(C)(C)(C)OC(=O)N1CCC(CC1)N1N=NC(=C1C)C=1C=C(C=2N(C1)N=CC2Cl)OCC(O)C2=NC=C(C=C2)F 4-[4-[3-Chloro-4-[2-(5-fluoro-2-pyridinyl)-2-hydroxy-ethoxy]pyrazolo[1,5-a]pyridin-6-yl]-5-methyl-triazol-1-yl]piperidine-1-carboxylic acid tert-butyl ester